NC1=C(C=C(C2=CC=CC=C12)S(=O)(=O)O)N=NC=1C=NC(=CC1)C1=C(C(=CC(=C1)C)C=O)OC(C)C 4-amino-3-[6-(3-formyl-2-isopropoxy-5-methylphenyl)pyridin-3-ylazo]naphthalene-1-sulfonic acid